C(C)C=1C(NC2=CC(=CC=C2N1)CN1CCN(CC1)C=1C=NC=CC1)=O 3-ethyl-7-((4-(pyridin-3-yl)piperazin-1-yl)methyl)quinoxalin-2(1H)-one